[OH-].[Zr+4].[OH-].[OH-].[OH-] Zirconium hydroxide salt